S1C(=CC=C1)CCN1NC=NC1=O [2-(2-thienyl)ethyl]-1H-1,2,4-triazol-5-one